ClC1=C(COC2C[C@@H]3[C@@H](CN(C3)C(=O)OC(C)(C)C)C2)C=CC=C1O t-butyl (3aR,5s,6aS)-5-((2-chloro-3-hydroxybenzyl)oxy)hexahydrocyclopenta[c]pyrrole-2(1H)-carboxylate